tert-Butyl 3-(6-bromobenzo[d]thiazol-2-yl)-2-(4-(tert-butylamino)-3-methoxybenzamido)-4,7-dihydrothieno[2,3-c]pyridine-6(5H)-carboxylate BrC1=CC2=C(N=C(S2)C2=C(SC=3CN(CCC32)C(=O)OC(C)(C)C)NC(C3=CC(=C(C=C3)NC(C)(C)C)OC)=O)C=C1